(2S)-Benzyl 2-((tert-butoxycarbonyl)amino)-3-(3-(4-((5-(1-(tetrahydro-2H-pyran-2-yl)-1H-pyrazol-5-yl)pyridin-2-yl)oxy)phenyl)-1,2,4-oxadiazol-5-yl)propanoate C(C)(C)(C)OC(=O)N[C@H](C(=O)OCC1=CC=CC=C1)CC1=NC(=NO1)C1=CC=C(C=C1)OC1=NC=C(C=C1)C1=CC=NN1C1OCCCC1